9-(3-bromophenyl)-9-phenylfluorene BrC=1C=C(C=CC1)C1(C2=CC=CC=C2C=2C=CC=CC12)C1=CC=CC=C1